4-fluoro-4-methyl-piperidine FC1(CCNCC1)C